FC=1C=C(OC=2C=CC(=C(C2)NC(=O)C2N(C(CC2)=O)C)C2=CC=NN2C)C=CC1F N-(5-(3,4-Difluorophenoxy)-2-(1-methyl-1H-pyrazol-5-yl)phenyl)-1-methyl-5-oxopyrrolidine-2-carboxamide